methylthio Mercaptan CSS